C(=O)C1=C(C=C(C=C1)CN(C(=O)C=1C=NC=CC1)C=1C(=NC=CC1)S(=O)(=O)C)[N+](=O)[O-] N-[(4-formyl-3-nitrophenyl)methyl]-N-(2-methanesulfonylpyridin-3-yl)pyridine-3-carboxamide